4-(3-methoxy-5-nitrophenoxy)-6-bromoquinoline COC=1C=C(OC2=CC=NC3=CC=C(C=C23)Br)C=C(C1)[N+](=O)[O-]